CC(CCCC(=O)O)CCC=C(C)C.C(C)(=O)OCCC(C)CCC=C(C)C CITRONELLYL ACETATE (3,7-DIMETHYL-6-OCTEN-1-YL ACETATE)